ethyl 3-(3-(ethoxycarbonyl)-1-(2-cyclopropoxyethyl) thioureido)-1H-pyrrole-2-carboxylate C(C)OC(=O)NC(N(CCOC1CC1)C1=C(NC=C1)C(=O)OCC)=S